2,3-dichloro-4-fluoronitrobenzene C1=CC(=C(C(=C1[N+](=O)[O-])Cl)Cl)F